ClC1=C(C(=O)NC2=C(C=CC(=C2)[N+](=O)[O-])N2CCN(CC2)C)C=CC(=C1C)F 2-chloro-4-fluoro-3-methyl-N-(2-(4-methylpiperazin-1-yl)-5-nitrophenyl)benzamide